benzoyl benzoate (benzoyl benzoate) C(C1=CC=CC=C1)(=O)C1=C(C(=O)O)C=CC=C1.C(C1=CC=CC=C1)(=O)OC(C1=CC=CC=C1)=O